[Si](C)(C)(C(C)(C)C)OCCN1N=C(C(=C1CN([C@H]1CN(C[C@H]1OC(C1=CC=C(C=C1)[N+](=O)[O-])=O)C(=O)OC(C)(C)C)C)I)OCC tert-butyl (3S,4R)-3-[[2-[2-[tert-butyl(dimethyl)silyl]oxyethyl]-5-ethoxy-4-iodo-pyrazol-3-yl]methyl-methyl-amino]-4-(4-nitrobenzoyl)oxy-pyrrolidine-1-carboxylate